2,5-Dioxopyrrolidin-1-yl 3-((3-(3-methyl-3H-diazirin-3-yl)propyl)thio)propanoate CC1(N=N1)CCCSCCC(=O)ON1C(CCC1=O)=O